C(C1=CC=CC=C1)(C1=CC=CC=C1)(C1=CC=CC=C1)N1[C@@H](CCCCC1)CO (S)-(1-tritylazepan-2-yl)methanol